4-bromo-2-[(4-cyano-5,6-dimethylpyridazin-3-yl)sulfanyl]benzoic acid BrC1=CC(=C(C(=O)O)C=C1)SC=1N=NC(=C(C1C#N)C)C